ClC=1C(=NC=C(C1)Cl)OC1CN(CCC1)C1=NC(=NC(=C1Cl)CC)C 4-(3-((3,5-dichloropyridin-2-yl)oxy)piperidin-1-yl)-5-chloro-2-methyl-6-ethylpyrimidine